6-chloro-3-((1,3-dioxoisoindolin-2-yl)methyl)-3-methyl-2,3-dihydroimidazo-[1,5-a]pyridine-1,5-dione ClC1=CC=C2N(C1=O)C(NC2=O)(C)CN2C(C1=CC=CC=C1C2=O)=O